6-nitro-8-methoxy-5-bromo-1',3',3'-trimethylspiro[2H-1-benzopyran-2,2'-indoline] [N+](=O)([O-])C=1C=C(C2=C(C=CC3(N(C4=CC=CC=C4C3(C)C)C)O2)C1Br)OC